C=CCCCCCCCCCCCCCCCCCCCCCCCCCCCCCCCCCCCC 1-octatriacontene